O1C=C(C=C1)C(=O)NC=1C=C2C(=CNC2=CC1)C=1CCN(CC1)CC(C)C 5-(3-furoyl)amino-3-(1-isobutyl-1,2,3,6-tetrahydropyridin-4-yl)-1H-indole